Stearyl β-(3,5-di-t-butyl-4-hydroxyphenyl)propionate C(C)(C)(C)C=1C=C(C=C(C1O)C(C)(C)C)CCC(=O)OCCCCCCCCCCCCCCCCCC